4-[[3-[1-(cyanomethyl)-3-(trifluoromethyl)pyrazol-4-yl]imidazo[1,2-a]pyrazin-8-yl]amino]-2-ethyl-N-[2-(3-methylpiperazin-1-yl)-2-oxo-ethyl]benzamide formate C(=O)O.C(#N)CN1N=C(C(=C1)C1=CN=C2N1C=CN=C2NC2=CC(=C(C(=O)NCC(=O)N1CC(NCC1)C)C=C2)CC)C(F)(F)F